CC1=C(NC(=C1[N+](=O)[O-])C)C=O 3,5-dimethyl-4-nitropyrrole-2-formaldehyde